Cl.COC=1C=C(C=CC1)CS(=O)(=O)NC1=C(C(=C(C=C1F)C1=CC2=C(N=C(N=C2)N[C@@H]2CNC[C@H](C2)F)N(C1=O)C(C)C)F)F 1-(3-methoxyphenyl)-N-(2,3,6-trifluoro-4-(2-(((3S,5S)-5-fluoro-piperidin-3-yl)amino)-8-isopropyl-7-oxo-7,8-dihydropyrido[2,3-d]-pyrimidin-6-yl)phenyl)-methanesulfonamide hydrochloride